OC12CC3C(C(CC(C1)C3)C2)NC(CN2S(N(CCC2)C2=CC3=CC=CC=C3C=C2)(=O)=O)=O N-(5-hydroxyadamantan-2-yl)-2-(6-(naphthalene-2-yl)-1,1-dioxido-1,2,6-thiadiazinan-2-yl)acetamide